C1(=CC=CC2=CC=CC=C12)C1=C(C(C2(C(C3(C(C(C(C(C3=CC2=C1)([2H])[2H])([2H])[2H])([2H])[2H])([2H])[2H])[2H])([2H])[2H])[2H])([2H])[2H])C1=CC=CC2=CC=CC=C12 dinaphthylanthracene-d14